COC(C1=CC(=NC=C1C1(CC1)C#N)NC1CCN(CC1)C(C)=O)=O 2-((1-acetylpiperidin-4-yl)amino)-5-(1-cyanocyclopropyl)isonicotinic acid methyl ester